2-chloro-1,3-Butadiene ClC(=C)C=C